N12CC(C(CC1)CC2)N(C(O)=O)C(C)(C)C2=CC(=CC=C2)C(C)C.CC2=NC(=CC=C2)C=2N=CN(C2)COCC[Si](C)(C)C 2-methyl-6-(1-((2-(trimethylsilyl)ethoxy)methyl)-1H-imidazol-4-yl)pyridine 1-azabicyclo[2.2.2]oct-3-yl-{2-(3-(propan-2-yl)phenyl)propan-2-yl}carbamate